C(C)N1N=CC2=CC=C(C=C12)C1=CC(=NN1CC1=NC=CC=C1)C(=O)OC Methyl 5-(1-ethyl-1H-indazol-6-yl)-1-([pyridin-2-yl]methyl)-1H-pyrazole-3-carboxylate